pentadecyl (S)-2-(((S)-(((2R,3S,5R)-5-(6-amino-2-fluoro-9H-purin-9-yl)-2-ethynyl-3-hydroxytetrahydrofuran-2-yl)methoxy)(phenoxy)phosphoryl)amino)-3-(3,5-difluorophenyl)propanoate NC1=C2N=CN(C2=NC(=N1)F)[C@H]1C[C@@H]([C@@](O1)(C#C)CO[P@](=O)(OC1=CC=CC=C1)N[C@H](C(=O)OCCCCCCCCCCCCCCC)CC1=CC(=CC(=C1)F)F)O